5-chloro-1-(4-chlorophenyl)-4-(3,4-dichlorophenyl)-6-methyl-2-oxo-pyridine-3-carboxylic acid ClC=1C(=C(C(N(C1C)C1=CC=C(C=C1)Cl)=O)C(=O)O)C1=CC(=C(C=C1)Cl)Cl